N-(2-(3-(Dimethylamino)propoxy)-5-(3'-methyl-2-oxo-2',3'-dihydrospiro[cyclopropane-1,1'-pyrrolo[2,3-c]quinolin]-8'-yl)pyridin-3-yl)-4-(trifluoromethyl)benzenesulfonamide CN(CCCOC1=NC=C(C=C1NS(=O)(=O)C1=CC=C(C=C1)C(F)(F)F)C1=CC=2C3=C(C=NC2C=C1)N(CC31C(C1)=O)C)C